N-ethyl-5-fluoro-N-isopropyl-2-((5-(2-((3R,5R)-5-methoxy-2-methyl-6-(methylamino)hex-3-yl)-2,6-diazaspiro[3.4]oct-6-yl)-1,2,4-triazin-6-yl)oxy)benzamide hydrochloride Cl.C(C)N(C(C1=C(C=CC(=C1)F)OC1=C(N=CN=N1)N1CC2(CN(C2)[C@@H](C(C)C)C[C@H](CNC)OC)CC1)=O)C(C)C